2-fluoro-N-((2S)-1-(7-(4-fluorophenyl)-9-methyl-10-oxo-3,9-diazaspiro[5.5]undecan-3-yl)-3,3-dimethyl-1-oxobutan-2-yl)-5-(trifluoromethyl)benzamide FC1=C(C(=O)N[C@H](C(=O)N2CCC3(CC2)C(CN(C(C3)=O)C)C3=CC=C(C=C3)F)C(C)(C)C)C=C(C=C1)C(F)(F)F